OC1(CN(CC1)C(=O)OC(C)(C)C)C tert-Butyl 3-hydroxy-3-methylpyrrolidine-1-carboxylate